(2-(5-cyclopropyl-3-(3,5-dichloropyridin-4-yl)isoxazol-4-yl)-7-azaspiro[3.5]non-1-en-7-yl)-8-methoxyquinoline-5-carboxylic acid C1(CC1)C1=C(C(=NO1)C1=C(C=NC=C1Cl)Cl)C1=CC2(C1)CCN(CC2)C2=NC=1C(=CC=C(C1C=C2)C(=O)O)OC